FC(OC1=NNC(=C1)NC1=NC(=CN=C1)O[C@@H]1[C@H](CN(CC1)C)F)F N-(3-(difluoromethoxy)-1H-pyrazol-5-yl)-6-(((3S,4S)-3-fluoro-1-methylpiperidin-4-yl)oxy)pyrazin-2-amine